C(C)(C)(C)OC(NC(COC)C1=NC=CC(=C1)Br)=O N-[1-(4-bromo-2-pyridinyl)-2-methoxy-ethyl]carbamic acid tert-butyl ester